C(#N)C=1C=C(C=CC1OCC(C)C)C=1SC(=C(N1)C)C(=O)OCC ethyl 2-(3-cyano-4-isobutoxyphenyl)-4-methyl-5-thiazolecarboxylate